3-fluoro-N-((5-methyl-1H-benzotriazol-4-yl)methyl)-4-(trifluoromethyl)-benzamide FC=1C=C(C(=O)NCC2=C(C=CC=3NN=NC32)C)C=CC1C(F)(F)F